N-(4-(N-((3R,5R)-adamantan-1-yl)sulfamoyl)benzyl)acetamide C12(CC3CC(CC(C1)C3)C2)NS(=O)(=O)C2=CC=C(CNC(C)=O)C=C2